2,4,5-trimethyl-6-oxoheptanoic acid CC(C(=O)O)CC(C(C(C)=O)C)C